(R)-4-((1-(3-(difluoromethyl)-2-fluorophenyl)ethyl)amino)-6-(1-(fluoromethyl)cyclopropyl)-2-methyl-N-(methyl-d3)-7-oxo-6,7-dihydropyrido[4,3-d]pyrimidine-8-carboxamide FC(C=1C(=C(C=CC1)[C@@H](C)NC=1C=2C(N=C(N1)C)=C(C(N(C2)C2(CC2)CF)=O)C(=O)NC([2H])([2H])[2H])F)F